1,1-bis(2-((2-(methoxycarbonyl)-4-methylthiophen-3-yl)amino)-2-oxoethyl)azepan-1-ium COC(=O)C=1SC=C(C1NC(C[N+]1(CCCCCC1)CC(NC1=C(SC=C1C)C(=O)OC)=O)=O)C